2-methyl-2-[5-methyl-1-[(2R)-2-(2-methylphenyl)-2-(oxan-4-yloxy)ethyl]-6-(1,3-oxazol-2-yl)-2,4-dioxo-1H,2H,3H,4H-thieno[2,3-d]pyrimidin-3-yl]propanoic acid CC(C(=O)O)(C)N1C(N(C2=C(C1=O)C(=C(S2)C=2OC=CN2)C)C[C@H](OC2CCOCC2)C2=C(C=CC=C2)C)=O